4-Chloro-2-nitro-1-((4-benzylpiperazinyl)sulfonyl)benzene C1CN(CCN1CC2=CC=CC=C2)S(=O)(=O)C3=C(C=C(C=C3)Cl)[N+](=O)[O-]